2-amino-N-((5-bromo-6-methyl-2-pyridinyl)methyl)-3-methyl-N-((1R)-1-(2-pyrimidinyl)ethyl)-6-quinolinecarboxamide NC1=NC2=CC=C(C=C2C=C1C)C(=O)N([C@H](C)C1=NC=CC=N1)CC1=NC(=C(C=C1)Br)C